5'-bromo-1'-(3-(difluoromethoxy)phenyl)spiro[cyclobutane-1,3'-indoline]-2'-one BrC=1C=C2C3(C(N(C2=CC1)C1=CC(=CC=C1)OC(F)F)=O)CCC3